4-amino-8-[6-(hydroxymethyl)-3-pyridinyl]-2-oxo-N-propyl-1H-quinoline-3-carboxamide NC1=C(C(NC2=C(C=CC=C12)C=1C=NC(=CC1)CO)=O)C(=O)NCCC